5-hexyl-bicyclo[2.2.1]Hept-2-ene C(CCCCC)C1C2C=CC(C1)C2